FC(OC1=CC(=C(C(=C1)F)S(=O)(=O)Cl)F)F 4-(difluoromethoxy)-2,6-difluoro-benzenesulfonyl chloride